CN1C(N(C=2N=C(N(C2C1=O)C)S(=O)(=O)CC1=C(C=CC=C1)[N+](=O)[O-])C)=O 1,3,7-trimethyl-8-((2-nitrobenzyl)sulfonyl)-1H-purine-2,6(3H,7H)-dione